5-(3,3-Difluorocyclobutanecarbonyl)-2,2-dimethyl-1,3-dioxane-4,6-dione FC1(CC(C1)C(=O)C1C(OC(OC1=O)(C)C)=O)F